C(CCCCCCC)OC(CCCCCCCCC\C=C/CCO)OCCCCCCCC (3Z)-14,14-dioctyloxy-3-tetradecen-1-ol